[K+].CC=1C=CC(=C(C(=O)[O-])C1)N1N=CC=N1 5-methyl-2-(2H-1,2,3-triazol-2-yl)benzoic acid potassium salt